NC=1C=C(C=CC1OCC1=C(C=CC=C1)C(F)(F)F)C1C=2C(NC(C1)=O)=NNC2 4-(3-amino-4-{[2-(trifluoromethyl)phenyl]Methoxy}phenyl)-2H,4H,5H,6H,7H-pyrazolo[3,4-b]Pyridin-6-one